FC1=C(C2=C(N=C(O2)C2=CC=C(N)C=C2)C=C1)F 4-(6,7-difluoro-1,3-benzooxazol-2-yl)aniline